NCC1(COC1)CO [3-(aminomethyl)oxetan-3-yl]methanol